C(C=C)(=O)OCCOC(CCC(=O)O)=O succinic mono(acryloyloxyethyl) ester